3-ethynyl-1-methyl-pyrrolidine C(#C)C1CN(CC1)C